Cl.COC=1C=C(C=C(C1)C=1C=NN(C1)C)[C@@H](C)N (1R)-1-[3-methoxy-5-(1-methylpyrazol-4-yl)phenyl]ethylamine hydrochloride